Hydroxybutyl-propionate OCCCCOC(CC)=O